N-(4-(hydroxymethyl)tetrahydro-2H-pyran-4-yl)-2-methyl-5-(pyrimidin-2-ylmethoxy)benzofuran OCC1(CCOCC1)N1C(N=CC=C1)COC=1C=CC2=C(C=C(O2)C)C1